I.NCCCCC(=O)O 5-aminopentanoate hydriodide